6-amino-3-[(4-fluorophenyl)methyl]-5-methyl-1,3-benzoxazol-2-one NC1=CC2=C(N(C(O2)=O)CC2=CC=C(C=C2)F)C=C1C